(1-(1-(4-methyl-5-((1r,5s)-2-oxo-3-azabicyclo[3.1.0]hex-3-yl)pyrimidin-2-yl)ethyl)-1H-pyrazol-4-yl)carbamic acid tert-butyl ester C(C)(C)(C)OC(NC=1C=NN(C1)C(C)C1=NC=C(C(=N1)C)N1C([C@@H]2C[C@@H]2C1)=O)=O